(4S,5R)-5-fluoro-1-[4-({8-[(2R,3S)-3-(methanesulfonylmeth-yl)-2-methylazetidin-1-yl]isoquinolin-3-yl}amino)pyrimidin-2-yl]-3,3-dimethylpiperidin-4-ol F[C@H]1[C@H](C(CN(C1)C1=NC=CC(=N1)NC=1N=CC2=C(C=CC=C2C1)N1[C@@H]([C@H](C1)CS(=O)(=O)C)C)(C)C)O